2-(2-(4-(((3R,3aR,6R,6aR)-6-hydroxyhexahydrofuro[3,2-b]furan-3-yl)oxy)phenyl)-6-oxo-5-(2-phenylthiazole-5-carboxamido)pyrimidin-1(6H)-yl)acetic acid O[C@@H]1CO[C@H]2[C@@H]1OC[C@H]2OC2=CC=C(C=C2)C=2N(C(C(=CN2)NC(=O)C2=CN=C(S2)C2=CC=CC=C2)=O)CC(=O)O